C(CCCCCCCCCCC)S dodecane-1-thiol